(4-(4-cyanophenyl)piperidine-1-carbonyl)-2,4-diethylbenzoylhydrazine C(#N)C1=CC=C(C=C1)C1CCN(CC1)C(=O)N(N)C(C1=C(C=C(C=C1)CC)CC)=O